4-bromo-3-(bromomethyl)benzoic acid methyl ester COC(C1=CC(=C(C=C1)Br)CBr)=O